FC(C(=O)O)(F)F.NC(C(=O)NCC1=C(C=CC(=C1)Cl)N1N=NN=C1)=C (S)-2-amino-N-(5-chloro-2-(1H-tetrazol-1-yl)benzyl)acrylamide trifluoroacetate